7-chloro-N-((S)-1-(((S)-1-cyano-2-((S)-2-oxopiperidin-3-yl)ethyl)amino)-4,4-dimethyl-1-oxopentan-2-yl)-4-methoxy-1H-indole-2-carboxamide ClC=1C=CC(=C2C=C(NC12)C(=O)N[C@H](C(=O)N[C@@H](C[C@H]1C(NCCC1)=O)C#N)CC(C)(C)C)OC